bis(3,5-di-tert-butyl-4-hydroxyethylbenzyl-phosphonic acid) calcium [Ca].C(C)(C)(C)C=1C=C(CP(O)(O)=O)C=C(C1CCO)C(C)(C)C.C(C)(C)(C)C=1C=C(CP(O)(O)=O)C=C(C1CCO)C(C)(C)C